N-({4-methyl-2-[6-methyl-3-(2H-1,2,3-triazol-2-yl)pyridine-2-carbonyl]-2-azabicyclo[3.1.1]hept-3-yl}methyl)-[1,3]thiazolo[4,5-b]pyridin-2-amine CC1C(N(C2CC1C2)C(=O)C2=NC(=CC=C2N2N=CC=N2)C)CNC=2SC=1C(=NC=CC1)N2